C(C)[Si](C1=CC=C(S1)C1=NC=CC=C1)(CC)CC 2-(5-(Triethylsilyl)thiophen-2-yl)pyridine